C1(CC2C(CC1)O2)C(CCC)O[Si](OCCCC)(OCCCC)C (3,4-epoxycyclohexyl)-methyl-tributoxysilane